ClC1=C(C=CC=C1)[C@H]1CC[C@H](N1C(C1=CC=C(C=C1)N1N=NC(=C1C)S(=O)(=O)C1=CC=CC=C1)=O)C(=O)O (2S,5R)-5-(2-chlorophenyl)-1-(4-(5-methyl-4-(phenylsulfonyl)-1H-1,2,3-triazol-1-yl)benzoyl)pyrrolidine-2-carboxylic acid